C(C1=CC=CC=C1)OC(=O)N1C[C@H]([C@@H](CC1)NC(=O)OC(C)(C)C)N1CC2=CC=CC=C2CC1 Trans-4-((tert-Butoxycarbonyl)amino)-3-(3,4-dihydroisoquinolin-2(1H)-yl)piperidine-1-carboxylic acid benzyl ester